3-(1-(8-amino-1-methylimidazo[1,5-a]pyrazin-3-yl)ethyl)-5-chloro-6-fluoro-N-((R)-2-hydroxypropyl)-2-isopropoxybenzamide NC=1C=2N(C=CN1)C(=NC2C)C(C)C=2C(=C(C(=O)NC[C@@H](C)O)C(=C(C2)Cl)F)OC(C)C